lithium (1+) 7-(propan-2-yl)-5,6,7,8-tetrahydro-1,7-naphthyridine-2-carboxylate CC(C)N1CCC=2C=CC(=NC2C1)C(=O)[O-].[Li+]